O-aminoterephthalic acid NOC(C1=CC=C(C(=O)O)C=C1)=O